tert-butyl N-[1-[[2-chloro-5-(1-isopropyl-6-oxo-3-pyridyl)phenyl]methyl]-2-[3-chloro-4-(3-methylimidazol-4-yl)anilino]-2-oxo-ethyl]carbamate ClC1=C(C=C(C=C1)C1=CN(C(C=C1)=O)C(C)C)CC(C(=O)NC1=CC(=C(C=C1)C=1N(C=NC1)C)Cl)NC(OC(C)(C)C)=O